N-(2-methoxy-4-(2-methoxyethoxy)phenyl)-7-(4-methylpiperazin-1-yl)quinolin-4-amine COC1=C(C=CC(=C1)OCCOC)NC1=CC=NC2=CC(=CC=C12)N1CCN(CC1)C